trans-4-((2-(1-(phenylsulfonyl)indolin-5-yl)cyclopropylamino)methyl)cyclohexylamine C1(=CC=CC=C1)S(=O)(=O)N1CCC2=CC(=CC=C12)C1C(C1)NC[C@@H]1CC[C@H](CC1)N